4-methoxy-2-methylbenzylboric acid COC1=CC(=C(COB(O)O)C=C1)C